1-(6-(aminomethyl)spiro[3.3]hept-2-yl)-3-(4-methoxybenzyl)urea NCC1CC2(CC(C2)NC(=O)NCC2=CC=C(C=C2)OC)C1